{3-[5-(2-{7-azaspiro[3.5]nonan-2-ylamino}pyrimidin-4-yl)-2-tert-butyl-1,3-thiazol-4-yl]-2-fluorophenyl}propane-1-sulfonamide C1C(CC12CCNCC2)NC2=NC=CC(=N2)C2=C(N=C(S2)C(C)(C)C)C=2C(=C(C=CC2)C(CC)S(=O)(=O)N)F